CC(C)OC1=CC=C(C=C1)S(=O)(=O)C2=CC=C(C=C2)O 4-Hydroxy-4'-isopropoxy diphenyl sulfone